4-methoxyindole COC1=C2C=CNC2=CC=C1